NC1=CC(=C(N=N1)Cl)C=1C=NN(C1)C=1CCN(CC1)C(=O)OC(C)(C)C tert-butyl 4-[4-(6-amino-3-chloro-pyridazin-4-yl)pyrazol-1-yl]-3,6-dihydro-2H-pyridine-1-carboxylate